BrC=1C(=C(OC2CCC(CC2)/C=C(/C(=O)OCC)\C)C=CC1)C ethyl (E)-3-[4-(3-bromo-2-methyl-phenoxy)cyclohexyl]-2-methyl-prop-2-enoate